C1=CC=CC=2C3=CC=CC=C3C(C12)COC(=O)N[C@H](C(=O)O)CC1=CC(=C(C=C1)C1=CC=CC=C1)Cl (S)-2-((((9H-fluoren-9-yl)methoxy)carbonyl)amino)-3-(2-chloro-[1,1'-biphenyl]-4-yl)propanoic acid